3,3-diphenylprop-2-en-1-ol C1(=CC=CC=C1)C(=CCO)C1=CC=CC=C1